6-((3S,4S)-4-amino-3-methyl-2-oxa-8-azaspiro[4.5]decan-8-yl)-3-((2,3-difluorophenyl)ethynyl)-5-methyl-1,5-dihydro-4H-pyrazolo[3,4-d]pyrimidin-4-one N[C@@H]1[C@@H](OCC12CCN(CC2)C=2N(C(C1=C(N2)NN=C1C#CC1=C(C(=CC=C1)F)F)=O)C)C